N1=CC=NC2=CC3=C(C4CN(CC3C4)C=O)C=C21 6,7,9,10-Tetrahydro-6,10-methano-8H-pyrazino[2,3-h][3]benzazepine-8-carboxaldehyde